Methyl 2-isopropyl-1-methyl-6-oxo-1,6-dihydropyrimidine-5-carboxylate C(C)(C)C=1N(C(C(=CN1)C(=O)OC)=O)C